4-amino-N-((4S)-8-fluoro-3,4-dihydro-1H-pyrano[4,3-c]-pyridin-4-yl)-N,1-dimethyl-1H-pyrazolo[4,3-c]quinoline-8-carboxamide NC1=NC=2C=CC(=CC2C2=C1C=NN2C)C(=O)N(C)[C@@H]2COCC1=C2C=NC=C1F